[(2S)-1-{1-[5-(pyridin-4-yl)-1H-pyrazole-3-carbonyl]piperidine-4-carbonyl}pyrrolidin-2-yl]methanol N1=CC=C(C=C1)C1=CC(=NN1)C(=O)N1CCC(CC1)C(=O)N1[C@@H](CCC1)CO